1-((1R,6S)-2,2,6-trimethylcyclohexyl)hexan-3-yl (E)-3-(4-methoxyphenyl)acrylate COC1=CC=C(C=C1)/C=C/C(=O)OC(CC[C@H]1C(CCC[C@@H]1C)(C)C)CCC